ClC=1C=C2C=NC(=NC2=CC1[C@H]1[C@@H](CN(CC1)C1(COC1)C)F)NC=1C=NN(C1Cl)C1CC1 |o1:11,12| (3S,4S) or (3R,4R)-6-chloro-N-(5-chloro-1-cyclopropyl-1H-pyrazol-4-yl)-7-[3-fluoro-1-(3-methyloxetan-3-yl)piperidin-4-yl]quinazolin-2-amine